((9-ethyl-6-iodo-9H-carbazol-3-yl)methylene)malononitrile C(C)N1C2=CC=C(C=C2C=2C=C(C=CC12)C=C(C#N)C#N)I